C(#N)C1=C(C=CC=C1)[C@H]([C@H](C)C=1N(C(C(=C(N1)C(=O)NC=1C=NOC1)O)=O)C)C1=NC(=CN=C1)C 2-((1S,2S)-1-(2-cyanophenyl)-1-(6-methylpyrazin-2-yl)propan-2-yl)-5-hydroxy-N-(isoxazol-4-yl)-1-methyl-6-oxo-1,6-dihydropyrimidine-4-carboxamide